ethyl 5-(3-(2-cyano-2-(6-methoxy-3H-imidazo[4,5-c]pyridin-2-yl) vinyl)-2,5-dimethyl-1H-pyrrol-1-yl)-2-methylthiazole-4-carboxylate C(#N)C(=CC1=C(N(C(=C1)C)C1=C(N=C(S1)C)C(=O)OCC)C)C1=NC2=C(C=NC(=C2)OC)N1